3-(2-chloro-4'-(2-methyl-6-oxo-2,5-diazaspiro[3.4]octan-5-yl)-[1,1'-biphenyl]-3-yl)piperidine-2,6-dione ClC1=C(C=CC=C1C1C(NC(CC1)=O)=O)C1=CC=C(C=C1)N1C2(CN(C2)C)CCC1=O